1-(5-amino-2-(furan-2-yl)-7H-pyrazolo[4,3-e][1,2,4]triazolo[1,5-c]pyrimidin-7-yl)-1,2,3,4-tetrahydronaphthalene-1-carboxylic acid NC1=NC2=C(C=3N1N=C(N3)C=3OC=CC3)C=NN2C2(CCCC3=CC=CC=C23)C(=O)O